tert-butyl N-[2-[4-[(3-chloro-1H-indol-7-yl)sulfamoyl]pyrazol-1-yl]ethyl]carbamate ClC1=CNC2=C(C=CC=C12)NS(=O)(=O)C=1C=NN(C1)CCNC(OC(C)(C)C)=O